benzenesulfonylCarbamate C1(=CC=CC=C1)S(=O)(=O)NC([O-])=O